tert-Butyl 4-[(4-amino-3-pyridyl)oxy]piperidine-1-carboxylate NC1=C(C=NC=C1)OC1CCN(CC1)C(=O)OC(C)(C)C